1-(2-(7,8-dimethyl-[1,2,4]triazolo[1,5-a]pyridin-6-yl)-4-fluoro-3-isopropyl-1H-pyrrolo[2,3-c]pyridin-5-yl)-N-isopropyl-N-methylpiperidin-4-amine CC1=C(C=2N(C=C1C1=C(C=3C(=CN=C(C3F)N3CCC(CC3)N(C)C(C)C)N1)C(C)C)N=CN2)C